OCC(CCC)(C)SC(CC=O)CCCCCCCCCC 3-[1-(Hydroxymethyl)-1-methylbutyl]sulfanyltridecanal